CC1(C(N(C1)C1=CC=C(C=C1)NC(C1=CC(=CC=C1)C#CC1=NC=CC=C1)=O)=O)C N-(4-(3,3-DIMETHYL-2-OXOAZETIDIN-1-YL)PHENYL)-3-(PYRIDIN-2-YLETHYNYL)BENZAMIDE